(3R,9S*)-N-(2-(Difluoromethyl)-3-fluoropyridin-4-yl)-11,11-difluoro-9-hydroxy-3-methyl-3,4,8,9,10,11-hexahydro-1H-pyrido[4',3':3,4]pyrazolo[1,5-a]azepine-2(7H)-carboxamide FC(C1=NC=CC(=C1F)NC(=O)N1CC=2C(=NN3C2C(C[C@H](CC3)O)(F)F)C[C@H]1C)F |o1:21|